FC(C=1C=C2CC(CC2=CC1)NC1=NC=C(C=N1)C(=O)O)F 2-((5-(difluoromethyl)-2,3-dihydro-1H-inden-2-yl)amino)pyrimidine-5-carboxylic acid